methyl 11-(1-(4-(quinolin-2-ylmethoxy) phenethyl) piperidin-4-ylidene)-6,11-dihydro-5H-benzo[d]imidazo[1,2-a]azepine-3-carboxylate N1=C(C=CC2=CC=CC=C12)COC1=CC=C(CCN2CCC(CC2)=C2C=3N(CCC4=C2C=CC=C4)C(=CN3)C(=O)OC)C=C1